2,6-dihydroxy-5-nitro-phenylbutanone OC1=C(C(=C(C=C1)[N+](=O)[O-])O)CC(CC)=O